CN1C([C@H](COC2=C1C=CC=C2)NC(=O)C2=NN1C(C=CC=C1C(F)(F)F)=N2)=O N-[(3S)-5-methyl-4-oxo-2,3-dihydro-1,5-benzoxazepin-3-yl]-5-(trifluoromethyl)-[1,2,4]triazolo[1,5-a]pyridine-2-carboxamide